(S)-4-(5-chloro-2-methoxy-4-(methylsulfinyl)phenyl)-6-methylnicotinic Acid ClC=1C(=CC(=C(C1)C1=CC(=NC=C1C(=O)O)C)OC)[S@@](=O)C